Guanidin Phosphat P(=O)(O)(O)O.NC(=N)N